C1N([C@@H](CC12CCCC2)C(=O)OC(C)(C)C)C(=O)OC(C)(C)C di-tert-butyl (3S)-2-azaspiro[4.4]nonane-2,3-dicarboxylate